CC=1C(C(=CC1)C)[Si](OC)(OC)C1C(=CC=C1C)C di(2,5-dimethylcyclopentadienyl)dimethoxysilane